(4S)-1-(cyclobutylmethoxy)-5,5-difluoro-3-methanesulfonyl-4H,5H,6H-cyclopenta[c]thiophen-4-ol C1(CCC1)COC=1SC(=C2C1CC([C@H]2O)(F)F)S(=O)(=O)C